C(N)(=O)C=1C=C(C=CC1F)NC(=O)C1=C(C(=NN1CC1CC(CC1)(F)F)C)C(F)(F)F N-(3-carbamoyl-4-fluorophenyl)-1-((3,3-difluorocyclopentyl)methyl)-3-methyl-4-(trifluoromethyl)-1H-pyrazole-5-carboxamide